[4-[6-(1-methylpyrazol-4-yl)pyrazolo[1,5-a]pyrazin-4-yl]-1-piperidinyl]prop-2-en-1-one CN1N=CC(=C1)C=1N=C(C=2N(C1)N=CC2)C2CCN(CC2)C(C=C)=O